ClC(C)C 2-CHLOROPROPANE